OC1(CN(CC1)C=1C=C(C=2N(C1)N=CC2C#N)C=2C=NC(=CC2)N2CC1N(C(C2)C1)CC=1C=NC(=CC1)OC)C 6-(3-hydroxy-3-methylpyrrolidin-1-yl)-4-(6-(6-((6-methoxypyridin-3-yl)methyl)-3,6-diazabicyclo[3.1.1]heptan-3-yl)pyridin-3-yl)pyrazolo[1,5-a]pyridine-3-carbonitrile